p-toluenesulfonyl-magnesium oxide [O-2].CC1=CC=C(C=C1)S(=O)(=O)[Mg+2]